C1(CC1)NC(=O)C=1OC2=C(C1)C(=CC(=C2)OC)\C=C\C2=CC=C(C=C2)OC (E)-N-cyclopropyl-6-methoxy-4-(4-methoxystyryl)benzofuran-2-carboxamide